2-((1r,4r)-4-(2-(4-(Pentafluoro-λ6-sulfanyl)phenyl)-6-(phenylsulfonyl)imidazo[4,5-d]pyrrolo[2,3-b]pyridin-1(6H)-yl)cyclohexyl)acetonitrile FS(C1=CC=C(C=C1)C1=NC=2C(=C3C(=NC2)N(C=C3)S(=O)(=O)C3=CC=CC=C3)N1C1CCC(CC1)CC#N)(F)(F)(F)F